C(C)OC(C(=O)OC1CCCCC1)=C cyclohexyl α-ethoxyacrylate